S1C(=CC(C1=O)=O)C=1SC=CC1 Bithiophene-4,5-dione